CC(C)[C@H]1C(=O)N2CCC[C@H]2[C@]3(N1C(=O)[C@](O3)(C(C)C)NC(=O)[C@@H]4C[C@H]5[C@@H](CC6=CNC7=CC=CC5=C67)N(C4)C)O.CS(=O)(=O)O The molecule is the methanesulfonic acid salt of 9,10-dihydroergocornine. It is a component of ergoloid mesylate (codergocrine mesilate), a mixture of ergot alkaloid derivatives that is used as a vasodilator and has shown mild benefits in the treatment of vascular dementia. It contains a dihydroergocornine. It derives from an ergocornine.